C[C@@H]1CC[C@H]2C([C@@H]3[C@@](CC[C@]12C3)(O)C)(C)C (3R,3aS,6R,7R,8aS)-octahydro-3,6,8,8-tetramethyl-1H-3a,7-methanoazulene-6-ol